5-chloro-4-[1-(pyridazine-4-carbonyl)-4-piperidinyl]-2-(4-pyridinyl)-1H-pyrimidin-6-one ClC1=C(N=C(NC1=O)C1=CC=NC=C1)C1CCN(CC1)C(=O)C1=CN=NC=C1